ClC1=C(N=C(NC1=O)C1=CC=NC=C1)N1C[C@H]2N(C[C@@H]1CC(C)C)CCC2 |r| 5-chloro-2-(4-pyridyl)-4-[rac-(3s,8as)-3-isobutyl-3,4,6,7,8,8a-hexahydro-1H-pyrrolo[1,2-a]pyrazin-2-yl]-1H-pyrimidin-6-one